2-benzylthio-1H-tetrazole C(C1=CC=CC=C1)SN1NC=NN1